3'-(((6-bromo-2-cyclopentyl-1-oxoisoindolin-5-yl)oxy)methyl)-4-chloro-[1,1'-biphenyl]-3-carboxylic acid BrC1=C(C=C2CN(C(C2=C1)=O)C1CCCC1)OCC=1C=C(C=CC1)C1=CC(=C(C=C1)Cl)C(=O)O